4-((S)-2-Amino-3-hydroxy-2-methylpropanoyl)-N-(1-(4-(((trans-4-aminocyclohexyl)(ethyl)amino)methyl)phenyl)-2-oxo-1,2-dihydropyrimidin-4-yl)piperazine-1-carboxamide hydrochloride salt Cl.N[C@](C(=O)N1CCN(CC1)C(=O)NC1=NC(N(C=C1)C1=CC=C(C=C1)CN(CC)[C@@H]1CC[C@H](CC1)N)=O)(CO)C